C(C)OC(CN1CCC(CC1)OCC1CCN(CC1)C1=C(C=C(C=C1)[N+](=O)[O-])OC)=O 2-(4-((1-(2-methoxy-4-nitrophenyl)piperidin-4-yl)methoxy)piperidin-1-yl)acetic acid ethyl ester